6-Methyl-2-(3-(2-(trifluoromethyl)phenoxy)azetidin-1-yl)pyrimidine-4-carboxylic Acid CC1=CC(=NC(=N1)N1CC(C1)OC1=C(C=CC=C1)C(F)(F)F)C(=O)O